N1=C(N=CC=C1)C1=NC=C(C=N1)N1CC=2C=CC=C(C2CC1)C#N 2-(2-pyrimidin-2-ylpyrimidin-5-yl)-3,4-dihydro-1H-isoquinoline-5-carbonitrile